germanium telluride [Ge]=[Te]